ClC=1C=C(C=CC1C(F)(F)F)C1=CCC(CN1C(=O)OC(C)(C)C)C tert-butyl 6-(3-chloro-4-(trifluoromethyl)phenyl)-3-methyl-3,4-dihydropyridine-1(2H)-carboxylate